OC1=C(C(=CC(=C1C(=O)N1CCCC1)CCCCC)O)C1=C(C=CC(=C1)C)C(=C)C (2,6-dihydroxy-5'-methyl-4-pentyl-2'-(prop-1-en-2-yl)-[1,1'-biphenyl]-3-yl)(pyrrolidin-1-yl)methanone